2-(4-methylphenyl)ethanol CC1=CC=C(C=C1)CCO